bis(2,6-di-tert-butylphenyl)carbodiimide C(C)(C)(C)C1=C(C(=CC=C1)C(C)(C)C)N=C=NC1=C(C=CC=C1C(C)(C)C)C(C)(C)C